BrC1=CC(=C(C=C1)NS(=O)(=O)C)C1OCCO1 N-[4-bromo-2-(1,3-dioxolan-2-yl)phenyl]methanesulfonamide